[Na].[N+](=O)([O-])C=1C=C(C(=CC1)OC)O 4-nitroguaiacol sodium salt